2-((2-(1-((2-(3-Amino-6-methoxypyridin-2-yl)ethyl)(tert-butoxycarbonyl)-amino)ethyl)-4-fluorophenyl)amino)-4-chloro-5-fluorobenzoic acid NC=1C(=NC(=CC1)OC)CCN(C(C)C1=C(C=CC(=C1)F)NC1=C(C(=O)O)C=C(C(=C1)Cl)F)C(=O)OC(C)(C)C